FC1=CC=C(C=C1)C1=C(C=C2C(=NC(N3C2=C1SCC(C3)C=3SC=CC3)=O)N3C[C@@H](N([C@@H](C3)C)C(=O)OC(C)(C)C)C)C(F)(F)F tert-butyl (2S,6R)-4-(11-(4-fluorophenyl)-6-oxo-3-(thiophen-2-yl)-10-(trifluoromethyl)-3,4-dihydro-2H,6H-[1,4]thiazepino[2,3,4-ij]quinazolin-8-yl)-2,6-dimethylpiperazine-1-carboxylate